2-(3-(trifluoromethyl)benzyl)propanoate FC(C=1C=C(CC(C(=O)[O-])C)C=CC1)(F)F